5-(((2R,3R,4R,5R,6R)-3-acetamido-4,5-diacetoxy-6-(acetoxymethyl)-tetrahydro-2H-pyran-2-yl)oxy)pentanoic acid C(C)(=O)N[C@H]1[C@@H](O[C@@H]([C@@H]([C@@H]1OC(C)=O)OC(C)=O)COC(C)=O)OCCCCC(=O)O